N2-isopropyl-6-phenyl-N4-(thiazol-5-yl)-1,3,5-triazine-2,4-diamine C(C)(C)NC1=NC(=NC(=N1)NC1=CN=CS1)C1=CC=CC=C1